FS(=O)(=O)[N-]S(=O)(=O)F N,N-difluoro-sulfonyl-amide